C(C=C)N1N(C2=NC(=NC=C2C1=O)NC1=CC(=C(C=C1)N1CCN(CC1)C)F)C1=CC=C2C(=N1)[C@](CC2)(C)O |r| racemic-2-allyl-6-((3-fluoro-4-(4-methylpiperazin-1-yl)phenyl)amino)-1-(7-hydroxy-7-methyl-6,7-dihydro-5H-cyclopenta[b]pyridin-2-yl)-1,2-dihydro-3H-pyrazolo[3,4-d]pyrimidin-3-one